FC1([C@H](C1)C(=O)NC1=NC=C2C=C(C(N(C2=C1)C)=O)C=1C=NC(=CC1C)C(CC)O)F (1R)-2,2-difluoro-N-{3-[6-(1-hydroxypropyl)-4-methylpyridin-3-yl]-1-methyl-2-oxo-1,6-naphthyridin-7-yl}cyclopropane-1-carboxamide